1-(2-hydroxyethyl)-1H-pyrazole-3,4-dicarboxamide OCCN1N=C(C(=C1)C(=O)N)C(=O)N